C(C1=CC=CC=C1)[C@@H]1CCNC1 (2S,4R)-4-benzyl-pyrrolidine